NC1=NC=2C=NC(=CC2C2=C1COC2)C(=O)N([C@@H](CC)C2=NC=C(C=C2)C(F)(F)F)C 4-amino-N-methyl-N-((1S)-1-(5-(trifluoromethyl)-2-pyridinyl)propyl)-1,3-dihydrofuro[3,4-c][1,7]naphthyridine-8-carboxamide